[I-].NCC1=[N+](C2=C(N1CC)C=C(C=C2)OC)C (aminomethyl)-1-ethyl-6-methoxy-3-methyl-1H-1,3-benzodiazol-3-ium iodide